Benzyl (2R,3S,5R)-3-(hydroxymethyl)-5-methyl-3-nitro-2-({[(CIS)-4-phenylcyclohexyl] oxy} methyl)pyrrolidine-1-carboxylate OC[C@]1([C@@H](N([C@@H](C1)C)C(=O)OCC1=CC=CC=C1)CO[C@@H]1CC[C@@H](CC1)C1=CC=CC=C1)[N+](=O)[O-]